C1(=CC=CC=C1)NC1=CC=C(C=C1)C1=CC=C(NC2=CC=CC=C2)C=C1 N,N'-diphenylbenzidine